FC(S(=O)(=O)O)(F)F.CC1(N=C(OC1)SC)C 4,4-dimethyl-2-methylthiooxazoline trifluoromethanesulfonate